O1NC(CCC1)=O oxazinanone